N-[(4-fluorophenyl)methyl]-N-(3-hydroxypropyl)-6-methyl-4-[(1-methylcyclopropyl)amino]furo[2,3-d]pyrimidine-5-carboxamide FC1=CC=C(C=C1)CN(C(=O)C1=C(OC=2N=CN=C(C21)NC2(CC2)C)C)CCCO